COC(C1=C(C(=C(C=C1)F)F)F)=O 2,3,4-trifluorobenzoic acid methyl ester